[Si](C)(C)(C(C)(C)C)OCC=1N(C=CN1)C1=CC=C(C=C1)NC([C@H](CCCNC(=O)N)NC([C@H](C(C)C)NC(OCC1C2=CC=CC=C2C=2C=CC=CC12)=O)=O)=O (9H-fluoren-9-yl)methyl ((S)-1-(((S)-1-((4-(2-(((tert-butyldimethylsilyl)oxy)methyl)-1H-imidazol-1-yl)phenyl)amino)-1-oxo-5-ureidopentan-2-yl)amino)-3-methyl-1-oxobutan-2-yl)carbamate